(S)-2-(2,2-dimethyl-3-oxo-2,3-dihydrobenzofuran-6-ylamino)-4-(2-hydroxy-1-phenylethylamino)pyrimidine-5-carboxylic acid CC1(OC2=C(C1=O)C=CC(=C2)NC2=NC=C(C(=N2)N[C@H](CO)C2=CC=CC=C2)C(=O)O)C